C(C=C)S(=O)(=O)C1=NC2=C(N1)C=CC=C2 2-(prop-2-ene-1-sulfonyl)-1H-1,3-benzodiazole